ClC1=NC(=CC(=C1)C=1C(=NN2C1N=C(C=C2)C(=O)NC2(CN(CC2)C(=O)OC(C)(C)C)C)C2=CC(=CC=C2)C#N)C Tert-butyl 3-[[3-(2-chloro-6-methyl-4-pyridyl)-2-(3-cyanophenyl)pyrazolo[1,5-a]pyrimidine-5-carbonyl]amino]-3-methyl-pyrrolidine-1-carboxylate